4-bromobenzo[kl]xanthene BrC1=CC=C2OC=3C=CC=CC3C3=C2C1=CC=C3